NC1=C(C=C(C(=O)OC)C=C1)NC[C@@H]1COCC1 methyl (R)-4-amino-3-(((tetrahydrofuran-3-yl)methyl)amino)benzoate